ClC=1C(=NC=2CN(CCC2C1)CC1=NC2=C(N1C[C@H]1OCC1)C=C(C=C2)C(=O)O)OCC2=C(C=C(C=C2)Cl)Cl 2-({3-chloro-2-[(2,4-dichlorophenyl)methoxy]-5,6,7,8-tetrahydro-1,7-naphthyridin-7-yl}methyl)-1-{[(2S)-oxetan-2-yl]methyl}-1H-1,3-benzodiazole-6-carboxylic acid